O=C1NC(CCC1OC=1C=C(C=CC1C(F)(F)F)C#CCNC(C1=NC=C(C=C1)C=1N=CC2=C(C=CC=C2C1)C1=CC2=C(N(C(N2C)=O)C)C(=C1)C(C)C)=O)=O N-(3-(3-((2,6-Dioxopiperidin-3-yl)oxy)-4-(trifluoromethyl)phenyl)prop-2-yn-1-yl)-5-(8-(7-isopropyl-1,3-dimethyl-2-oxo-2,3-dihydro-1H-benzo[d]imidazol-5-yl)isoquinolin-3-yl)picolinamide